N(=[N+]=[N-])CCOC1=CC(=NC=C1)NC1=NC(=NN2C1=C(C(=C2)C2=NN(C=C2)C)C)C=2N(C=CN2)C N-(4-(2-Azidoethoxy)pyridin-2-yl)-5-methyl-2-(1-methyl-1H-imidazol-2-yl)-6-(1-methyl-1H-pyrazol-3-yl)pyrrolo[2,1-f][1,2,4]triazin-4-amine